N=1N2C(=CC1)C(CC2)N 5,6-dihydro-4H-pyrrolo[1,2-b]pyrazol-4-amine